1-cyclopropyl-8-[[(1R)-1-[3-(1,1-difluoro-2-hydroxy-ethyl)-2-fluoro-phenyl]ethyl]amino]-3-(methoxymethyl)-3,5-dimethyl-pyrrolo[3,2-g]phthalazin-2-one C1(CC1)N1C(C(C=2C=C3C(=NN=C(C3=CC21)N[C@H](C)C2=C(C(=CC=C2)C(CO)(F)F)F)C)(C)COC)=O